S([O-])(O)(=O)=O.[Na+].COC1CC(OC=C1)=O 4-methoxydihydropyranone Natrium bisulfat